3-{[3-(acryloylamino)propyl](dimethyl)ammonio}propanoate C(C=C)(=O)NCCC[N+](CCC(=O)[O-])(C)C